ClC1=NC(=CC(=C1)C=1C(=NN2C1N=C(C=C2)N[C@H]2CN(CCC2)C(=O)OC(C)(C)C)C2=CC(=CC=C2)C#N)C tert-Butyl (3R)-3-[[3-(2-chloro-6-methyl-4-pyridyl)-2-(3-cyanophenyl)pyrazolo[1,5-a]pyrimidin-5-yl]amino]piperidine-1-carboxylate